S1C(=CC2=C1C=CC=C2)C=CC(C)=O 4-(benzothien-2-yl)but-3-en-2-one